COC(=O)C=1C=CC(=C(C(=O)O)C1)C 5-methoxycarbonyl-2-methylbenzoic acid